1-methyl-9-[(6-methyl-3-pyridyl)methoxy]-4-(tetrahydrofuran-2-ylmethoxy)-6,7-dihydrobenzo[a]quinolizin-2-one CC=1C(C=C(N2CCC3=C(C12)C=CC(=C3)OCC=3C=NC(=CC3)C)OCC3OCCC3)=O